C(CCCCCCC)C(CO)CCCCCCCCCO 2-octylundecane-1,11-diol